chloroformic acid sec-butyl ester C(C)(CC)OC(=O)Cl